CC1=C(C=C(O1)C(=O)NC1=NC(=NS1)CC(C)N1CCOCC1)C1=CC(=CC=C1)OC 5-methyl-N-(3-(2-morpholinopropyl)-1,2,4-thiadiazol-5-yl)-4-(3-methoxyphenyl)furan-2-Formamide